2-(6,7-dihydro-5H-pyrrolo[1,2-c]imidazol-1-yl)-N-thiazol-2-yl-acetamide C1(=C2N(C=N1)CCC2)CC(=O)NC=2SC=CN2